OC1=C(C=C(C=C1)C(C)(C)C1=CC(=C(C=C1)O)C(C)C)C(C)C 2,2-bis(4-hydroxy-3-isopropyl-phenyl)propane